C(C)C1=C(C(=NC(=C1C#N)SCC1=CC=C(C=C1)N1CCN(CC1)C)N1CCN(CCC1)C)C#N 4-Ethyl-2-(4-methyl-1,4-diazepan-1-yl)-6-((4-(4-methylpiperazin-1-yl)benzyl)Thio)pyridine-3,5-dicarbonitrile